phenylmethyl-4-[(2-methyl-1-oxo-2-propen-1-yl)oxy]-1-piperidinecarboxylate C1(=CC=CC=C1)COC(=O)N1CCC(CC1)OC(C(=C)C)=O